2-[6-(bromomethyl)pyridazin-3-yl]-5-(difluoromethyl)-1,3,4-oxadiazole BrCC1=CC=C(N=N1)C=1OC(=NN1)C(F)F